tert-butyl (2R)-6-(benzyloxy)-5-[(2-tert-butoxy-2-oxoethyl)(trifluoroacetyl)amino]-4-fluoro-2-{[(2-methylbutyl)amino]methyl}-2,3-dihydro-1H-indole-1-carboxylate C(C1=CC=CC=C1)OC1=C(C(=C2C[C@@H](N(C2=C1)C(=O)OC(C)(C)C)CNCC(CC)C)F)N(C(C(F)(F)F)=O)CC(=O)OC(C)(C)C